methyl 2-bromo-5-(methylamino)-4-nitrobenzoate BrC1=C(C(=O)OC)C=C(C(=C1)[N+](=O)[O-])NC